N(C(=O)N)CCC[Si](OCC)(OCC)OCC γ-ureidopropyltriethoxysilane